tert-butyl (1-carbamoylcyclopropyl)(methyl)carbamate C(N)(=O)C1(CC1)N(C(OC(C)(C)C)=O)C